10-[1-(2,6-Dioxopiperidin-3-yl)-3-methyl-2-oxo-1,3-benzodiazol-5-yl]decanoic acid O=C1NC(CCC1N1C(N(C2=C1C=CC(=C2)CCCCCCCCCC(=O)O)C)=O)=O